C(#N)C1=CC(=C(C=C1)S(=O)(=O)NCCO)C 4-cyano-N-(2-hydroxyethyl)-2-methylbenzenesulfonamide